4-(((3r,4s)-4-((4-chlorophenyl)sulfonyl)-3-hydroxy-3-(hydroxymethyl)pyrrolidin-1-yl)sulfonyl)-3-methylbenzonitrile ClC1=CC=C(C=C1)S(=O)(=O)[C@@H]1[C@@](CN(C1)S(=O)(=O)C1=C(C=C(C#N)C=C1)C)(CO)O